4-[[4-[[(1S)-2-hydroxy-1-phenyl-ethyl]amino]-5-(3-isopropyl-1,2,4-oxadiazol-5-yl)pyrimidin-2-yl]amino]-N,N-dimethyl-benzamide OC[C@H](C1=CC=CC=C1)NC1=NC(=NC=C1C1=NC(=NO1)C(C)C)NC1=CC=C(C(=O)N(C)C)C=C1